ethyl 2-(4-methyl-1,4-diazepan-1-yl)butanoate CN1CCN(CCC1)C(C(=O)OCC)CC